tert-Butyl-(S,E)-4-isobutyl-2-((3-(2-((methoxycarbonyl)-amino)-7-(methylamino)-7-oxohept-5-enamido)-2-oxopyridin-1(2H)-yl)methyl)-1H-benzo[d]imidazol-1-carboxylat C(C)(C)(C)OC(=O)N1C(=NC2=C1C=CC=C2CC(C)C)CN2C(C(=CC=C2)NC([C@H](CC\C=C\C(=O)NC)NC(=O)OC)=O)=O